(1E)-1-[4-(4-acetylpiperazin-1-yl)phenyl]Ethylene C(C)(=O)N1CCN(CC1)C1=CC=C(C=C1)C=C